C(C)(=O)[O-].C(C)(=O)[O-].[Na+].[Na+].CNCC(=O)O methylglycine disodium diacetate